ClC1=C(C=C(C=C1)NC(=O)C1=NC=CC(=C1)C(F)(F)F)C1=CC2=C(N=C(N=C2)SC)N2C1=NCC2 N-(4-chloro-3-(2-(methylthio)-8,9-dihydroimidazo[1',2':1,6]pyrido[2,3-d]pyrimidin-6-yl)phenyl)-4-(trifluoromethyl)pyridineamide